7-(3-Chlorophenyl)-5-cyclopropyl-4-((2S,6S)-2,6-dimethylpiperazin-1-yl)-7H-pyrrolo[2,3-d]pyrimidine ClC=1C=C(C=CC1)N1C=C(C2=C1N=CN=C2N2[C@H](CNC[C@@H]2C)C)C2CC2